3-(5-[(5-chlorothiophen-2-yl)methyl]amino-1-(3-hydroxy-2,2-dimethylpropanoyl)-1H-pyrazol-3-yl)-3-methylpiperidin-2-one ClC1=CC=C(S1)CNC1=CC(=NN1C(C(CO)(C)C)=O)C1(C(NCCC1)=O)C